BrC=1C=C2C(=NC=NC2=CC1)OC1=C(C(=C(C=C1)F)Cl)F 6-bromo-4-(3-chloro-2,4-difluorophenoxy)quinazoline